4-hydroxy-5-thiocarbonyl-imidazole OC1=NC=NC1=C=S